2-(10-iodo-3-methylpyrido[3',4':5,6]pyrano[4,3-f]indazol-8(6H)-yl)acetic acid tert-butyl ester C(C)(C)(C)OC(CN1N=C(C=2C=C3C(=CC12)COC1=C3C=NC(=C1)C)I)=O